CC1=C(C=C(C(=C1)P(O)(=O)O)C)P(O)(=O)O 2,5-dimethylbenzene-1,4-diphosphonic acid